cis-isopropyl N-[4-[5-[4-(benzylcarbamoylamino)-2-(tert-butylsulfamoyl)phenyl] thiazol-2-yl]cyclohexyl]carbamate C(C1=CC=CC=C1)NC(=O)NC1=CC(=C(C=C1)C1=CN=C(S1)[C@H]1CC[C@H](CC1)NC(OC(C)C)=O)S(NC(C)(C)C)(=O)=O